N1N=C(C=2C=NC=CC21)C2=CC=C1CCNC1=C2 6-{1H-pyrazolo[4,3-c]pyridin-3-yl}-2,3-dihydro-1H-indole